C(C1CO1)OCCC[Si](OC(C(F)(F)F)=O)(OC(C(F)(F)F)=O)OC(C(F)(F)F)=O 3-glycidoxypropyl-tris(trifluoroacetoxy)silane